N-(5-bromo-1H-indol-3-yl)-5-phenoxy-1H-benzo[d]imidazol-2-amine BrC=1C=C2C(=CNC2=CC1)NC1=NC2=C(N1)C=CC(=C2)OC2=CC=CC=C2